3-(5-(4,7-difluoroindoline-1-carbonyl)-1-oxoisoindolin-2-yl)piperidine-2,6-dione FC1=C2CCN(C2=C(C=C1)F)C(=O)C=1C=C2CN(C(C2=CC1)=O)C1C(NC(CC1)=O)=O